C(C)(C)(C)OOC(C)(C)C1=CC=C(C=C1)C(C)(C)OOC(C)(C)C 1,4-Bis(tert-butylperoxyisopropyl)benzol